ClC=1C(=NC2=CC(=CC=C2N1)OC=1C=CC2=C(NC(=N2)C)C1F)C=1C=NN(C1)[C@H](C)C1CC(C1)(F)F chloro-2-{1-[(1R)-1-(3,3-difluorocyclobutyl)ethyl]-1H-pyrazol-4-yl}-7-[(7-fluoro-2-methyl-1H-1,3-benzodiazol-6-yl)oxy]quinoxaline